2-(pyrrolidin-1-yl)-5-(4,4,5,5-tetramethyl-1,3,2-dioxaborolan-2-yl)pyrimidine N1(CCCC1)C1=NC=C(C=N1)B1OC(C(O1)(C)C)(C)C